1-[(2,2-dimethyl-1,3-dioxan-5-yl)methyl]-4-[3-(1-ethyl-4-fluoro-3-methyl-1H-pyrazol-5-yl)-1-methyl-1H-1,2,4-triazol-5-yl]-1H-pyrazolo[4,3-c]pyridine-6-carboxamide CC1(OCC(CO1)CN1N=CC=2C(=NC(=CC21)C(=O)N)C2=NC(=NN2C)C2=C(C(=NN2CC)C)F)C